1-((3,3-difluoro-1-methylcyclobutyl)methyl)-3-(2-methylcyclopropyl)-N-(2-(S-methylsulfonimidoyl)pyridin-4-yl)-4-(trifluoromethyl)-1H-pyrazole-5-carboxamide FC1(CC(C1)(C)CN1N=C(C(=C1C(=O)NC1=CC(=NC=C1)S(=O)(=N)C)C(F)(F)F)C1C(C1)C)F